tristearyltin C(CCCCCCCCCCCCCCCCC)[Sn](CCCCCCCCCCCCCCCCCC)CCCCCCCCCCCCCCCCCC